tert-butyl (15E)-11,20-diamino-9,22-dicarbamoyl-spiro[2,6-dioxa-13,18-diazatricyclo[17.4.0.07,12]tricosa-1(19),7(12),8,10,15,20,22-heptaene-4,3'-azetidine]-1'-carboxylate NC1=CC(=CC=2OCC3(CN(C3)C(=O)OC(C)(C)C)COC=3C=C(C=C(C3NC/C=C/CNC12)N)C(N)=O)C(N)=O